C(CC)O[Si](OCCC)(OCCC)CCCSSCCC[Si](OCCC)(OCCC)OCCC bis(tripropoxysilylpropyl) disulfide